C(C)O[Si](C(C)C)(C(C)C)C(C)C Ethoxy-triisopropyl-silane